(e)-N-(benzo[d][1,3]dioxol-5-ylmethyl)-2-methylundecan-1-imine oxide O1COC2=C1C=CC(=C2)C\[N+](=C/C(CCCCCCCCC)C)\[O-]